(Z)-3-(2,3-dimethoxyphenyl)2-cyanoacrylamide COC1=C(C=CC=C1OC)\C=C(/C(=O)N)\C#N